N-hexadecyl-2-phenyl-3-(2-propen-1-yloxy)-quinolin-4-one C(CCCCCCCCCCCCCCC)N1C(=C(C(C2=CC=CC=C12)=O)OCC=C)C1=CC=CC=C1